methyl 2-bromo-4-{1-methyl-2-oxo-7-azaspiro[3.5]nonan-7-yl}benzoate BrC1=C(C(=O)OC)C=CC(=C1)N1CCC2(CC(C2C)=O)CC1